CN1C=NC(=C1C=1C(=NC(=CC1)C(F)(F)F)NC1=NC=CN=C1)C(=O)OC Methyl 1-methyl-5-(2-(pyrazin-2-ylamino)-6-(trifluoromethyl)pyridin-3-yl)-1H-imidazole-4-carboxylate